COCC=CC1=CC=C(C=C1)C=1SC=CN1 2-(4-(3-methoxyprop-1-en-1-yl)phenyl)thiazole